OC\C=C/1\[C@@H](N2C(C[C@H]2O1)=O)C(=O)NC1C2SCC=C(N2C1=O)C(=O)O 7-((2R,5R,Z)-3-(2-hydroxy-ethylidene)-7-oxo-4-oxa-1-azabicyclo[3.2.0]heptane-2-carboxamido)-8-oxo-5-thia-1-azabicyclo[4.2.0]oct-2-ene-2-carboxylic acid